1,1,1-trifluoro-3-[dimethoxy(methyl)silyl]propane FC(CC[Si](C)(OC)OC)(F)F